C(C)(=O)C1=C(C(=NC(=C1)Cl)C(=O)NN)F acetyl-6-chloro-3-fluoropyridine-2-carboxylic acid hydrazide